OC1=C(C(=CC(=C1)CCCCC)O)C1=C(C=CC(=C1)C)C(=C)C 2,6-dihydroxy-4-pentyl-2'-isopropenyl-5'-methyl-1,1'-biphenyl